1-cyclopropyl-7-[(1S,6S)-2,8-diazabicyclo[4.3.0]nonan-8-yl]-6-fluoro-8-methoxy-4-oxoquinoline-3-carboxylic acid C1(CC1)N1C=C(C(C2=CC(=C(C(=C12)OC)N1C[C@@H]2CCCN[C@@H]2C1)F)=O)C(=O)O